N-(4-(9,9-diphenyl-9H-fluoren-2-yl)phenyl)-9,9-dimethyl-N-(2-(phenanthren-2-yl)phenyl)-9H-fluoren-2-amine C1(=CC=CC=C1)C1(C2=CC=CC=C2C=2C=CC(=CC12)C1=CC=C(C=C1)N(C1=CC=2C(C3=CC=CC=C3C2C=C1)(C)C)C1=C(C=CC=C1)C1=CC=2C=CC3=CC=CC=C3C2C=C1)C1=CC=CC=C1